1-(4-Fluorobenzyl)-1-((1-methylazetidin-3-yl)methyl)-3-(4-(3-methylbutanoyl)benzyl)urea FC1=CC=C(CN(C(=O)NCC2=CC=C(C=C2)C(CC(C)C)=O)CC2CN(C2)C)C=C1